N-(4-(4-(cyclohexylsulfonamido)-3-fluorophenyl)-1H-pyrrolo[2,3-b]pyridin-6-yl)cyclopropylcarboxamide C1(CCCCC1)S(=O)(=O)NC1=C(C=C(C=C1)C1=C2C(=NC(=C1)NC(=O)C1CC1)NC=C2)F